FC(C(=O)O)(F)F.ClC1=C(C(=O)OC)C=CC(=C1)NC=1C=2N(C=CN1)C(=CN2)C2=C(C(=C(C=C2)OC)F)F Methyl 2-chloro-4-[[3-(2,3-difluoro-4-methoxy-phenyl)imidazo[1,2-a]pyrazin-8-yl]amino]benzoate 2,2,2-trifluoroacetate